ClC=1C=C(C=CC1)N1CCN(CC1)CCCN1N=CN=C1 2-[3-[4-(3-chlorophenyl)-1-piperazinyl]propyl]-1,2,4-triazole